BrC=1C(=NOC1C)OC[C@H](C1=CC=CC=C1)NC(OC(C)(C)C)=O Tert-butyl (S)-(2-((4-bromo-5-methylisoxazol-3-yl)oxy)-1-phenylethyl)carbamate